[C@H](C)(CC)NCC(=O)NCC1=C(C(=CC=C1)Cl)F (S)-2-(sec-butylamino)-N-(3-chloro-2-fluorophenylmethyl)acetamide